COC=1C2=C(N=C(N1)C#N)CN(C2C)C(CC2CN(C2)C2=CC(=CC=C2)C(F)(F)F)=O 4-Methoxy-5-methyl-6-(2-(1-(3-(trifluoromethyl)phenyl)azetidin-3-yl)acetyl)-6,7-dihydro-5H-pyrrolo[3,4-d]pyrimidine-2-carbonitrile